tert-Butyl 2-(5-bromo-3-cyanopyridin-2-yl)-2,5-diazaspiro[3.4]octane-5-carboxylate BrC=1C=C(C(=NC1)N1CC2(C1)N(CCC2)C(=O)OC(C)(C)C)C#N